2-[4-chloro-5H,6H,7H-cyclopenta[b]pyridin-2-yl]pyrimidine ClC1=C2C(=NC(=C1)C1=NC=CC=N1)CCC2